FC=1C=C(C=CC1)[C@@]1(CCOC2(CCCC2)C1)CCNCC1=CC(=CC=C1)C {2-[(9R)-9-(3-fluorophenyl)-6-oxaspiro[4.5]decan-9-yl]ethyl}[(3-methylphenyl)methyl]amine